ClC1=NC(=CC2=C1N=C(N=C2)NC=2C=C1CN(CC1=CC2F)S(=O)(=O)C)C 8-chloro-N-(6-fluoro-2-(methylsulfonyl)isoindolin-5-yl)-6-methylpyrido[3,4-d]pyrimidin-2-amine